Triethylammonium 4-((4-((tris(4-methoxyphenyl)methoxy)methyl)-1-(6-(hept-6-ynamido)hexanoyl)piperidin-4-yl)methoxy)-4-oxobutanoate COC1=CC=C(C=C1)C(OCC1(CCN(CC1)C(CCCCCNC(CCCCC#C)=O)=O)COC(CCC(=O)[O-])=O)(C1=CC=C(C=C1)OC)C1=CC=C(C=C1)OC.C(C)[NH+](CC)CC